ethyl 3-(methoxymethyl)-1-(trifluoromethyl)-1H-pyrazole-5-carboxylate COCC1=NN(C(=C1)C(=O)OCC)C(F)(F)F